di-n-butylaluminium ethoxide [O-]CC.C(CCC)[Al+]CCCC